C1(=CC=CC=C1)CCC(=O)NC(=N)NC1=CC=CC=C1 N-(3-Phenylpropanoyl)-N'-phenylguanidin